tert-butyl 3-(2-(1-methyl-1H-pyrazol-3-yl)-6-(3,3,3-trifluoropropoxy)pyridin-3-yl)pyrrolidine-1-carboxylate CN1N=C(C=C1)C1=NC(=CC=C1C1CN(CC1)C(=O)OC(C)(C)C)OCCC(F)(F)F